CC=1C=C2C(C=C(OC2=C(C1)C(C)NC1=C(C(=O)O)C=CC=C1)N1CCN(CC1)C(C(C)C)=O)=O 2-[1-[6-Methyl-2-[4-(2-methylpropanoyl)piperazin-1-yl]-4-oxo-chromen-8-yl]ethylamino]benzoic acid